N-(4-fluoro-3-methylphenyl)-1-(2-fluoroethyl)-2,4-dimethyl-5-(2-oxo-2-((4-(trifluoromethyl)tetrahydro-2H-pyran-4-yl)amino)acetyl)-1H-pyrrole-3-carboxamide FC1=C(C=C(C=C1)NC(=O)C1=C(N(C(=C1C)C(C(NC1(CCOCC1)C(F)(F)F)=O)=O)CCF)C)C